C1(=CC=CC=C1)C#CC=1C(OC2=C(C=C(C=C2C1C1=CC=CC=C1)C)C)=O 3-phenylethynyl-4-phenyl-6,8-dimethyl-coumarin